C=C(CC)C1=C(C=C(C=C1)OC)I 1-(but-1-en-2-yl)-2-iodo-4-methoxybenzene